5-(3-bromophenoxy)-6-fluoro-4-methyl-1H-indole BrC=1C=C(OC=2C(=C3C=CNC3=CC2F)C)C=CC1